ICC(COCC1=CC=C(C=C1)C)=O 1-iodo-3-((4-methylbenzyl)oxy)propan-2-one